1,3-dimethylolcyclohexane C(O)C1CC(CCC1)CO